styryltri(methoxyethoxy)silane tert-Butyl-3-(4-((3-(2,3-difluoro-4-methoxyphenyl)imidazo[1,2-a]pyrazin-8-yl)amino)-2-ethylbenzamido)azetidine-1-carboxylate C(C)(C)(C)OC(=O)N1CC(C1)NC(C1=C(C=C(C=C1)NC=1C=2N(C=CN1)C(=CN2)C2=C(C(=C(C=C2)OC)F)F)CC)=O.C(=CC2=CC=CC=C2)[Si](OCCOC)(OCCOC)OCCOC